OC[C@@H](CB(OC(C)(C[C@H](C)O)C)O)C=1C=NC=C(C1)C1=CC(=C(C=C1)OC)OCCC (S)-4-hydroxy-2-methylpentan-2-yl hydrogen ((S)-3-hydroxy-2-(5-(4-methoxy-3-propoxyphenyl) pyridin-3-yl)propyl)boronate